BrC=1C=C2CC(CC2=CC1)N 5-bromo-2,3-dihydro-1H-inden-2-amine